3-[[(3R,4R)-4-[4-Chloro-2-(5-fluoro-2-pyridyl)-1H-imidazol-5-yl]-3-methyl-1-piperidyl]sulfonylmethyl]azetidine-1-carboxamide ClC=1N=C(NC1[C@H]1[C@H](CN(CC1)S(=O)(=O)CC1CN(C1)C(=O)N)C)C1=NC=C(C=C1)F